2,2,2-trichloroethyl N-[5-tert-butyl-2-(4-cyanophenyl)pyrazol-3-yl]carbamate C(C)(C)(C)C=1C=C(N(N1)C1=CC=C(C=C1)C#N)NC(OCC(Cl)(Cl)Cl)=O